4-(3-acrylamidophenoxy)-2-(3-methoxyphenylamino)-pyrimidine-5-carboxylic acid cyclopropylamide C1(CC1)NC(=O)C=1C(=NC(=NC1)NC1=CC(=CC=C1)OC)OC1=CC(=CC=C1)NC(C=C)=O